FC1=C(C=C(C=C1)F)C1=NC=CC=N1 (2,5-difluorophenyl)pyrimidin